C1(=CC=CC=2C3=CC=CC=C3C3=CC=CC=C3C12)C=1C(=C(C=CC1)C1=CC=NC=C1C(=O)N)C1=CC=CC=2[Se]C3=C(C21)C=CC=C3 (triphenyleneyl)(dibenzoselenophenyl)benzenenicotinamide